4-(4-benzhydryl-piperazin-1-yl)-3-nitro-1-(4-oxopentyl)-1,5-naphthyridin-2(1H)-one C(C1=CC=CC=C1)(C1=CC=CC=C1)N1CCN(CC1)C1=C(C(N(C2=CC=CN=C12)CCCC(C)=O)=O)[N+](=O)[O-]